sodium caprate [O-]C(=O)CCCCCCCCC.[Na+]